BrC=C(C1=CC=CC=C1)N1C=NC2=C1C=CC(=C2)Cl 1-(2-bromo-1-phenylvinyl)-5-chloro-benzimidazole